C(C)NC1=CC=CC=C1 N-ethylaniline